BrC1=NN2C(C=NC(=C2OC2CCC2)C=2C=NN(C2)C(C)OCC)=N1 2-Bromo-5-cyclobutoxy-6-(1-(1-ethoxyethyl)-1H-pyrazol-4-yl)-[1,2,4]triazolo[1,5-a]pyrazine